COC1=CC=C(CO[C@@H]([C@H](CO)C)C#C[Si](C)(C)C)C=C1 (2S,3S)-3-((4-methoxybenzyl)oxy)-2-methyl-5-(trimethylsilyl)pent-4-yn-1-ol